3-(4'-fluoro-[1,1'-biphenyl]-4-yl)piperidine FC1=CC=C(C=C1)C1=CC=C(C=C1)C1CNCCC1